FC=1C=C(C=CC1OC=1C=C2C=NN(C2=CC1C=1C=NN(C1)C(=O)OC(C)(C)C)C)NC(=O)C=1C(N(C(=CC1)C(F)(F)F)C1=CC=C(C=C1)F)=O N-(3-fluoro-4-(1-methyl-6-(1-Boc-pyrazol-4-yl)-1H-indazol-5-yloxy)phenyl)-6-trifluoromethyl-2-oxo-1-(4-fluorophenyl)-1,2-dihydropyridine-3-carboxamide